C(C)(C)(C)OC(=O)N1CCC(CC1)SCC1=NC2=CC(=CC(=C2C(N1)=O)F)NC1CCCC1 4-(((7-(cyclopentylamino)-5-fluoro-4-oxo-3,4-dihydroquinazolin-2-yl)methyl)thio)piperidine-1-carboxylic acid tert-butyl ester